N-(4-(1,5,7-trimethyl-1H-benzo[d]imidazol-2-yl)phenyl)cyclohexanecarboxamide CN1C(=NC2=C1C(=CC(=C2)C)C)C2=CC=C(C=C2)NC(=O)C2CCCCC2